BrC1=C(C(=CC(=C1C)C)N)N 3-bromo-4,5-xylene-1,2-diamine